2-((4-(6-(([2,3'-bipyridin]-5-ylmethyl)amino)-9-isopropyl-9H-purin-2-yl)pyridin-2-yl)amino)ethan-1-ol N1=C(C=CC(=C1)CNC1=C2N=CN(C2=NC(=N1)C1=CC(=NC=C1)NCCO)C(C)C)C=1C=NC=CC1